C1(CC1)N1CCS(C2=C(C1=O)SC(=C2)C2=NC(=NC=C2C(F)(F)F)NC=2C=C1CCN(CC1=CC2C2CC2)C2CC2)(=O)=O 4-Cyclopropyl-7-(2-((2,7-dicyclopropyl-1,2,3,4-tetrahydroisoquinolin-6-yl)amino)-5-(trifluoromethyl)pyrimidin-4-yl)-3,4-dihydrothieno[2,3-f][1,4]thiazepin-5(2H)-one 1,1-dioxide